CC(C(SCCCCCCC(=O)N(C=1SC=C(N1)C1=CC=CC=C1)C)=O)C S-(7-(methyl(4-phenylthiazol-2-yl)amino)-7-oxoheptyl) 2-methylpropanethioate